C1(=CC=CC=C1)C(=CC1=CC=C(C=C1)C1=CC=C(C=C1)C=C(C1=CC=CC=C1)C1=CC=CC=C1)C1=CC=CC=C1 4,4'-Bis(2,2'-diphenylethen-1-yl)biphenyl